C(C(C)C)(=O)OC1=C2N(N=CC1=O)[C@H](CN1C2=NC=C1)C(C1=CC=C(C=C1)F)C1=CC=C(C=C1)F (S)-6-(bis(4-fluorophenyl)methyl)-10-oxo-5,6-dihydro-10H-imidazo[2',1':3,4]pyrazino[1,2-b]pyridazin-11-yl isobutyrate